The molecule is a methyl-branched fatty acyl-CoA obtained from the formal condensation of the thiol group of coenzyme A with the carboxy group of (E)-isopentadec-2-enoic acid. It is a methyl-branched fatty acyl-CoA, a long-chain fatty acyl-CoA and an 11,12-saturated fatty acyl-CoA. It is a conjugate acid of an (E)-isopentadec-2-enoyl-CoA(4-). CC(C)CCCCCCCCC/C=C/C(=O)SCCNC(=O)CCNC(=O)[C@@H](C(C)(C)COP(=O)(O)OP(=O)(O)OC[C@@H]1[C@H]([C@H]([C@@H](O1)N2C=NC3=C(N=CN=C32)N)O)OP(=O)(O)O)O